COC=1C=CC2=C(N(C=N2)C)C1CNC(=O)NC1=CC(=C(C(=C1)F)F)F 1-((6-methoxy-1-methyl-1H-benzimidazol-7-yl)methyl)-3-(3,4,5-trifluorophenyl)urea